2-(dimethylamino)-3-methylpyrimidine CN(C1N=CC=CN1C)C